N,N-dimethyl-N-nonylamine CN(CCCCCCCCC)C